COC=1C=C(C=CC1CN1CCOCC1)C1=CN=CC(=N1)C1=CC(=CS1)NC(CCCC)=O N-(5-(6-(3-methoxy-4-(morpholinomethyl)phenyl)pyrazin-2-yl)thiophen-3-yl)pentanamide